3-(5-methyl-4-oxo-7-propyl-4,5-dihydro-3H-pyrrolo[3,2-d]pyrimidin-2-yl)-4-propoxybenzenesulfonyl chloride CN1C=C(C=2N=C(NC(C21)=O)C=2C=C(C=CC2OCCC)S(=O)(=O)Cl)CCC